ClC=1C=C(C=CC1Cl)[C@H](NC(=O)N1[C@@H](C(NCC1)=O)C)C=1C=NC(=NC1)C(F)(F)F |o1:8| (2R)-N-((S or R)-(3,4-dichlorophenyl)(2-(trifluoromethyl)pyrimidin-5-yl)methyl)-2-methyl-3-oxopiperazine-1-carboxamide